6-(4-fluorophenyl)-8-methoxy-N-((6-methoxypyridin-3-yl)methyl)quinazolin-4-amine FC1=CC=C(C=C1)C=1C=C2C(=NC=NC2=C(C1)OC)NCC=1C=NC(=CC1)OC